N-((1R,3r,5S,6r)-3-(6-chloro-1H-indazol-4-yl)-3-hydroxy-bicyclo[3.1.0]hexane-6-yl)-5-(trifluoromethyl)isoxazole-3-carboxamide ClC1=CC(=C2C=NNC2=C1)C1(C[C@H]2C([C@H]2C1)NC(=O)C1=NOC(=C1)C(F)(F)F)O